3-(trifluoro-methyl)benzoic acid FC(C=1C=C(C(=O)O)C=CC1)(F)F